6-(5-(1-methoxy-3-methyl-1-oxobutan-2-yl)isoxazol-3-yl)-2-azaspiro[3.3]heptane-2-carboxylic acid tert-butyl ester C(C)(C)(C)OC(=O)N1CC2(C1)CC(C2)C2=NOC(=C2)C(C(=O)OC)C(C)C